4-acetoxycrotonate C(C)(=O)OC/C=C/C(=O)[O-]